phenyl (2,3-difluorophenyl)carbamate FC1=C(C=CC=C1F)NC(OC1=CC=CC=C1)=O